(E)-3-(1-(3,5-bis(trifluoromethyl) phenethyl)-1H-indol-3-yl)-2-cyanoacrylate FC(C=1C=C(CCN2C=C(C3=CC=CC=C23)/C=C(/C(=O)[O-])\C#N)C=C(C1)C(F)(F)F)(F)F